ClC1=CC(=C(C=C1)N1CCN(CC1)C(CN1N=C(C2=C1CCC2)C(=O)N2C[C@H](O[C@H](C2)C)C)=O)C 1-[4-(4-Chloro-2-methylphenyl)piperazin-1-yl]-2-{3-[(2R,6S)-2,6-dimethylmorpholin-4-carbonyl]-5,6-dihydrocyclopenta[c]pyrazol-1(4H)-yl}ethan-1-on